NC=1C=2N(C(=C(N1)C1=CC=C(C=C1)F)Cl)C=C(N2)C(=O)OCC ethyl 8-amino-5-chloro-6-(4-fluorophenyl)imidazo[1,2-a]pyrazine-2-carboxylate